Para-ethyl-bromobenzene C(C)C1=CC=C(C=C1)Br